C(CC)C1=CC2=C(O[C@H](O2)C(C)=O)C=C1 |r| (+-)-1-(5-propyl-1,3-benzodioxol-2-yl)ethanone